CN1N=C(C=2N=C(N=CC21)SC)C 1,3-dimethyl-5-(methylthio)-1H-pyrazolo[4,3-d]pyrimidine